5-Chloro-1-(2,6-dimethoxyphenyl)-2-(6-ethoxypyridin-2-yl-1H-imidazo[4,5-b]pyrazin-6-yl)-1-(3-fluorophenyl)methanesulfonamide ClC=1C=C(C(=C(C1)C(S(=O)(=O)N)C1=C(C=CC=C1OC)OC)C1=CN=C2C(=N1)N(C=N2)C2=NC(=CC=C2)OCC)F